C(CC(C)C)OC(C(=O)O)=O oxalic acid monoisoamyl ester